6-chloro-1-cyclopropyl-2-(4-(methylsulfonyl)phenyl)-1H-imidazo[4,5-c]pyridine ClC1=CC2=C(C=N1)N=C(N2C2CC2)C2=CC=C(C=C2)S(=O)(=O)C